FC(C=1C=C(C=C(C1)C(F)(F)F)C(C(=O)N(C)C=1C(=CC(=[N+](C1)[O-])[N+]1(CCN(CC1)C)[O-])C1=C(C=CC=C1)C)(C)C)(F)F 1-(5-(2-(3,5-bis(trifluoromethyl)phenyl)-N,2-dimethylpropanamido)-1-oxido-4-(o-tolyl)pyridin-2-yl)-4-methylpiperazine 1-oxide